FC1=C(C=C(C=C1)OC(F)(F)F)[N+](=O)[O-] 1-Fluoro-2-nitro-4-(trifluoromethoxy)benzene